OC=1C=C(C=CC1OC)[C@@H]1OC2=CC=CC=C2C([C@H]1OC)=O (trans)-2-(3-hydroxy-4-methoxyphenyl)-3-methoxychroman-4-one